N-[N-(1-oxohexadecyl)-L-histidyl]-L-valine O=C(CCCCCCCCCCCCCCC)N[C@@H](CC1=CNC=N1)C(=O)N[C@@H](C(C)C)C(=O)O